O=C1N([Na])S(=O)(=O)C2=CC=CC=C12 SACCHARIN SODIUM SALT